methylbut-1,3-diene CC=CC=C